C(CCCCCCCC)[Si](OCCOCC)(OCCOCC)OCCOCC nonyl-tris-(2-ethoxyethoxy)silane